ClCC(=O)OCCCC.N1C=NCC1 imidazoline compound with butyl chloroacetate